N-{1(S)-[[2(R)-Aminomethyl-6-(2-methoxy-ethoxymethoxy)-2,3-dihydro-benzofuran-3(S)-yl]-(4-bromo-benzyl)-carbamoyl]-2-phenyl-ethyl}-benzamide NC[C@H]1OC2=C([C@@H]1N(C(=O)[C@H](CC1=CC=CC=C1)NC(C1=CC=CC=C1)=O)CC1=CC=C(C=C1)Br)C=CC(=C2)OCOCCOC